(3S)-3-(1-{5-[2,6-bis(2,2,2-trifluoroethoxy)phenyl]-1-cyclopentyl-1H-pyrazol-3-yl}-N-ethylformamido)-N-cyclobutyl-5-(piperidin-1-yl)pentanamide FC(COC1=C(C(=CC=C1)OCC(F)(F)F)C1=CC(=NN1C1CCCC1)C(=O)N(CC)[C@H](CC(=O)NC1CCC1)CCN1CCCCC1)(F)F